4-ethoxy-N-(7-fluoro-2-methyl-2H-indazol-5-yl)-2-(methyl-(piperidin-4-yl)amino)pyrimidine-5-carboxamide formate salt C(=O)O.C(C)OC1=NC(=NC=C1C(=O)NC1=CC2=CN(N=C2C(=C1)F)C)N(C1CCNCC1)C